N1N=CC2=CC(=CC=C12)C(=O)N1CCN(CC1)C(C(=O)NC1=NC=C(C=C1)OC1=CC=C(C=C1)F)C 2-(4-(1H-indazole-5-carbonyl)piperazin-1-yl)-N-(5-(4-fluorophenoxy)pyridin-2-yl)propanamide